CN1C=CC2=NC(=CC(=C21)CNC2(CCC2)C)C#N 1-methyl-7-(((1-methylcyclobutyl)amino)methyl)-1H-pyrrolo[3,2-b]pyridine-5-carbonitrile